CC1=CC=C(C(=O)OC2=CC(=CC(=C2)C=NC(C(=O)OC)C(C)C)Cl)C=C1 3-chloro-5-((1-meth-oxy-3-methyl-1-oxo-butan-2-ylimino)meth-yl)phenyl 4-methyl-benzoate